(S)-7-((2S,5R)-4-acryloyl-2,5-dimethylpiperazin-1-yl)-10-(4-fluorophenyl)-3-((2-methoxyethoxy)methyl)-9-(trifluoromethyl)-2H-[1,4]thiazino[2,3,4-ij]quinazolin-5(3H)-one C(C=C)(=O)N1C[C@@H](N(C[C@H]1C)C1=NC(N2C3=C(C(=C(C=C13)C(F)(F)F)C1=CC=C(C=C1)F)SC[C@@H]2COCCOC)=O)C